C(C)OC=1C=NC(=NC1)N1CCC(CC1)CCCOC1=CC(=C(C(=C1)F)CC(=O)N1C[C@@H](CC1)CNC(CO)(CO)CO)F 2-[4-[3-[1-(5-ethoxypyrimidin-2-yl)-4-piperidyl]propoxy]-2,6-difluoro-phenyl]-1-[(3S)-3-[[[2-hydroxy-1,1-bis(hydroxymethyl)ethyl]amino]methyl]pyrrolidin-1-yl]ethanone